O1C(=NC2=C1C=CC=C2)C2=C(C(N(C(=N2)N(C)[C@H](C2=CC=CC=C2)C2CCC2)C)=O)OC (S)-6-(benzo[d]oxazol-2-yl)-2-((cyclobutyl(phenyl)methyl)(methyl)amino)-5-methoxy-3-methylpyrimidin-4(3H)-one